CCCCC[C@@H](/C=C/[C@H]1[C@H](C[C@@H]([C@@H]1C/C=C\\CCCC(=O)NCCO)O)O)O The molecule is an N-acylethanolamine resulting from the formal condensation of the carboxy group 11-epi-prostaglandin F2alpha with the amino group of ethanolamine. It is a N-acylethanolamine and a monocarboxylic acid amide. It derives from an 11-epi-prostaglandin F2alpha.